FC=1C(=C(C=CC1)NS(=O)(=O)C1=CC=C(C2=CC=CC=C12)NC(C1=C(C=CC=C1)C)=O)N1CCN(CC1)CCC N-(4-(N-(3-fluoro-2-(4-propylpiperazin-1-yl)phenyl)sulfamoyl)naphthalen-1-yl)-2-methylbenzamide